N-(3,4,5,6-tetrahydro-2H-pyran-4-ylmethyl)propanamide O1CCC(CC1)CNC(CC)=O